CN(C)CC1=NN(C=2C3=C(C(C(C12)=O)=O)C=CC=C3)C3=CC=CC=C3 3-((dimethylamino)methyl)-1-phenyl-1H-benzo[g]indazole-4,5-dione